cyclopenten-1-amine C1(=CCCC1)N